sodium monophenol C1(=CC=CC=C1)O.[Na]